FC(C1=C(C=CC=C1)SCCC(=O)O)(F)F 3-((2-(Trifluoromethyl)phenyl)thio)propanoic acid